(4-amino-6-((4-isopropoxyphenyl)amino)-1,3,5-triazin-2-yl)methanol NC1=NC(=NC(=N1)NC1=CC=C(C=C1)OC(C)C)CO